1,3-Dithiane-5-ylsulfamic acid sodium salt [Na+].S1CSCC(C1)NS([O-])(=O)=O